C(O)(=O)O[C@H]1C([C@@H](O[C@@H]1C(O)[Si](C)(C)C(C)(C)C)N1C(=O)NC(N)(C=C1)C(=O)OC(C)(C)C)(F)F 5'-TBDMS-4-tert-butoxycarbonyl-2'-deoxy-2',2'-difluoro cytidine-3'-carbonate